C(C)(C)N(C1=CC2=C(C(=N1)COC(NC)=O)CN(C2=O)C2=NC(=CC=C2)C2=NN=CN2C2CCOCC2)C ((6-(isopropyl(methyl)amino)-1-oxo-2-(6-(4-(tetrahydro-2H-pyran-4-yl)-4H-1,2,4-Triazol-3-yl)pyridin-2-yl)-2,3-dihydro-1H-pyrrolo[3,4-c]pyridin-4-yl)methyl)(methyl)carbamate